FC1=CC=C(C(=O)NCC(CO)C2=NC(=NO2)C2=CC=C(C=C2)C(F)(F)F)C=C1 4-Fluoro-N-(3-hydroxy-2-{3-[4-(trifluoromethyl)phenyl]-1,2,4-oxadiazol-5-yl}propyl)benzamid